CN(C(=O)C=1C=NN2C1CN(CC2)C(=O)OC(C)(C)C)C2(CC2)C2=CC(=NC=N2)C(=O)OCC ethyl 6-(l-N-methyl-5-[(tert-butoxy)carbonyl]-4H,5H,6H,7H-pyrazolo[1,5-a]pyrazine-3-amidocyclopropyl)pyrimidine-4-carboxylate